FC(C1=NN=C2N1N=C(C=C2)C=2C=C1CCC(N(C1=CC2)CC(=O)N2CCN(CC2)C(C)C)=O)(C=2C=C1C=CC=NC1=CC2)F 6-(3-(difluoro(quinolin-6-yl)methyl)-[1,2,4]triazolo[4,3-B]pyridazin-6-yl)-1-(2-(4-isopropylpiperazin-1-yl)-2-oxoethyl)-3,4-dihydroquinolin-2(1H)-one